FC=1C=C(C=CC1C=1N=C2SC3=C(N2C1)C=CC(=C3)C(NCCCN3CCC(CC3)F)=O)C3N(CCOC3)C(=O)OC(C)(C)C tert-butyl 3-(3-fluoro-4-(7-((3-(4-fluoropiperidin-1-yl)propyl)carbamoyl)benzo[d]imidazo[2,1-b]thiazol-2-yl)phenyl)morpholine-4-carboxylate